6-((tetrahydro-2H-pyran-2-yl)oxy)benzo[d]isoxazol-3-amine O1C(CCCC1)OC1=CC2=C(C(=NO2)N)C=C1